4-((1-(2,2,2-trifluoroacetyl)piperidin-4-yl)sulfonyl)benzenesulfonyl chloride FC(C(=O)N1CCC(CC1)S(=O)(=O)C1=CC=C(C=C1)S(=O)(=O)Cl)(F)F